9-(4-tert-butylphenyl)acridine C(C)(C)(C)C1=CC=C(C=C1)C=1C2=CC=CC=C2N=C2C=CC=CC12